thiabicyclo[3.1.0]hexane-4,6-dicarboxylic acid S12CCC(C2C1C(=O)O)C(=O)O